(S)-8-(3-fluorophenyl)-3-(1-hydroxy-prop-2-yl)-6-(5-(trifluoromethyl)pyridin-2-yl)pyrido[3,4-d]pyrimidin-4(3H)-one FC=1C=C(C=CC1)C1=NC(=CC2=C1N=CN(C2=O)[C@H](CO)C)C2=NC=C(C=C2)C(F)(F)F